O[C@@]1([C@@H](CC[C@H](C1)C)C(C)C)C(=O)NCC(=O)OC(C)C isopropyl ((1S,2S,5R)-1-hydroxy-2-isopropyl-5-methylcyclohexane-1-carbonyl)glycinate